BrC=1C=CC(=C(C1)S(=O)(=O)NC=1C=C2C(N(C(C2=CC1)=O)C1C(NC(CC1)=O)=O)=O)OC 5-bromo-N-(2-(2,6-dioxopiperidin-3-yl)-1,3-dioxoisoindolin-5-yl)-2-methoxybenzenesulfonamide